CC1(CCCC1)CN (1-methylcyclopentyl)methanamine